C(C)NC(=O)[C@@H]1[C@H]([C@@H]2CN3C(C(=CC=C3[C@H]1N2C(=O)NCCC)C2=C(C=CC=C2)OC)=O)CO (1S,9R,10R,11R)-11-N-ethyl-10-(hydroxymethyl)-5-(2-methoxyphenyl)-6-oxo-12-N-propyl-7,12-diazatricyclo[7.2.1.02,7]dodeca-2,4-diene-11,12-dicarboxamide